C(C)(C)(C)N(C(=O)O[C@H](COC=1C(=NC=C(C1)Br)Cl)C=1C=NC(=CC1)OC)C(C=O)C (S)-2-((5-bromo-2-chloropyridin-3-yl)oxy)-1-(6-methoxypyridin-3-yl)ethan-1-ol tert-butyl-N-(1-methyl-2-oxo-ethyl)carbamate